1-((3s,5r)-1-propenoyl-5-(methoxymethyl)pyrrolidin-3-yl)-3-((1-cyclopropyl-6-fluoro-1H-benzo[d]imidazol-5-yl)ethynyl)-5-(ethylamino)-1H-pyrazole-4-carboxamide C(C=C)(=O)N1C[C@H](C[C@@H]1COC)N1N=C(C(=C1NCC)C(=O)N)C#CC1=CC2=C(N(C=N2)C2CC2)C=C1F